10-(3,4-difluorophenyl)anthracene-9-carbonitrile FC=1C=C(C=CC1F)C1=C2C=CC=CC2=C(C2=CC=CC=C12)C#N